C[C@H]1CN2C(C=3N1C(=NC3)[C@@](C(F)(F)F)(C)O)=CC(=N2)OCC23CC(C2)(C3)C(=O)[O-] 3-((((S)-5-methyl-3-((R)-1,1,1-trifluoro-2-hydroxypropan-2-yl)-5,6-dihydroimidazo[1,5-a]pyrazolo[5,1-c]pyrazin-9-yl)oxy)methyl)bicyclo[1.1.1]pentane-1-carboxylate